ClC=1C(=C(C=C(C1)F)[C@H](C)NS(=O)C(C)(C)C)COC1=CC=C(C=C1)OC N-((S)-1-(3-chloro-5-fluoro-2-((4-methoxyphenoxy)methyl)phenyl)ethyl)-2-methylpropane-2-sulfinamide